2-(2-(cyclopropanesulfonylamino)thiazol-4-yl)-N-(5'-methoxy-[3,3'-bipyridin]-6-yl)-2-methylpropanamide C1(CC1)S(=O)(=O)NC=1SC=C(N1)C(C(=O)NC1=CC=C(C=N1)C=1C=NC=C(C1)OC)(C)C